2-(dec-9-yn-1-yl)-2-methyl-1,3-dioxolane C(CCCCCCCC#C)C1(OCCO1)C